C1(CCCC1)C1=NC(=NO1)[C@@H]1C([C@H]1C1=CC=C(C=C1)S(=O)(=O)N)(C)C 4-((1S,3S)-3-(5-cyclopentyl-1,2,4-oxadiazol-3-yl)-2,2-dimethylcyclopropyl)benzenesulfonamide